C1(CC1)C(CC)N[C@@H]1[C@H](CCCC1)CC=1C=C2CN(C(C2=CC1)=O)C1C(NC(CC1)=O)=O 3-(5-(((1R,2S)-2-((1-cyclopropylpropyl)amino)cyclohexyl)methyl)-1-oxoisoindolin-2-yl)piperidine-2,6-dione